CC1=CC=C(C=C1)S(=O)[O-].C(C1=CC=CC=C1)NC(S)=[NH2+] benzylisothiouronium p-toluenesulfinate